2-(3-ethylureido)thiazol C(C)NC(NC=1SC=CN1)=O